(S)-4-(6-Acetamido-5-methylpyridin-2-yl)-N-(5-chloro-3-methyl-1H-pyrazol-4-yl)-5-fluoro-2-((1,1,1-trifluoropropan-2-yl)oxy)benzamide C(C)(=O)NC1=C(C=CC(=N1)C1=CC(=C(C(=O)NC=2C(=NNC2Cl)C)C=C1F)O[C@H](C(F)(F)F)C)C